CC1=C(C(=O)O)C=C(C(=C1O)O)O.C(C1=CC(O)=C(O)C(O)=C1)(=O)OC methyl gallate (METHYL GALLATE)